2-[4-[7-[6-amino-4-methyl-3-(trifluoromethyl)-2-pyridyl]-6-chloro-2-[[(2S)-1-methylpyrrolidin-2-yl]methoxy]quinazolin-4-yl]-1-(2-fluoroprop-2-enoyl)piperazineyl]acetonitrile NC1=CC(=C(C(=N1)C1=C(C=C2C(=NC(=NC2=C1)OC[C@H]1N(CCC1)C)N1CC(N(CC1)C(C(=C)F)=O)CC#N)Cl)C(F)(F)F)C